COC=1C=C(CNC(=O)NC2=CC=C(C=C2)OC)C=CC1OCCN1CCN(CC1)C1=C(C(=CC=C1)Cl)Cl 1-{3-methoxy-4-{2-[4-(2,3-dichlorophenyl)piperazin-1-yl]ethoxy}benzyl}-3-(4-methoxyphenyl)urea